C1(CC2C(CC1)O2)COC(CCCCC(=O)OCC2CC1C(CC2)O1)=O.C(C)(C)(C)[Si](C)(C)OCCCCl tert-butyl-(3-chloropropoxy)dimethylsilane bis(3,4-epoxycyclohexylmethyl)adipate